(1S,2R,12bS)-3-((S)-1-hydroxyethyl)-1,2,3,12b-tetrahydrodipyrrolo[1,2-a:2',1'-c]quinoxaline-1,2-diol O[C@@H](C)C1[C@H]([C@H]([C@H]2N1C=1C=CC=CC1N1C2=CC=C1)O)O